C(CCC)SSCCCC di-n-butyl disulfide